N[C@H]([C@H](C)O)C (2S,3S)-3-amino-2-butanol